N-(8-((2-(2,6-dioxopiperidin-3-yl)-1,3-dioxoisoindol-4-yl)amino)octyl)cyclopropane-1-carboxamide formate C(=O)O.O=C1NC(CCC1N1C(C2=CC=CC(=C2C1=O)NCCCCCCCCNC(=O)C1CC1)=O)=O